C(C1=CC=CC=C1)OC1=CC(=C(C=C1)NC1=CC2=C(C=N1)N(C(N2C2CCOCC2)=O)C)C 6-((4-(Benzyloxy)-2-methylphenyl)amino)-3-methyl-1-(tetrahydro-2H-pyran-4-yl)-1,3-dihydro-2H-imidazo[4,5-c]pyridin-2-one